NC1=C(C=NN1C(C)C)C(=O)O 5-Amino-1-isopropyl-1H-pyrazole-4-carboxylic acid